(5-nitrofuran-2-yl) methyl-5-fluoro-2,4-dioxo-3,4-dihydropyrimidine-1(2H)-carboxylate CN1C(N(C=C(C1=O)F)C(=O)OC=1OC(=CC1)[N+](=O)[O-])=O